(Z)-4,4,4-trifluoro-3-phenylbut-2-enenitrile FC(\C(=C/C#N)\C1=CC=CC=C1)(F)F